NC=1N=C(SC1C(=O)C1=CC(=NO1)C(=O)OCC)N(C1=CC=C(C=C1)F)[C@@H](C(=O)N)C |r| rac-ethyl 5-[4-amino-2-(N-(2-amino-1-methyl-2-oxo-ethyl)-4-fluoro-anilino)thiazole-5-carbonyl]isoxazole-3-carboxylate